C(C=C)(=O)N1C(CN(CC1)C1=NC(=NC=2CC(CCC12)N1CCCC2=CC=CC=C12)NCCC(N1CCCC1)=O)CC#N 2-(1-acryloyl-4-(7-(3,4-dihydroquinolin-1(2H)-yl)-2-((3-oxo-3-(pyrrolidin-1-yl)propyl)amino)-5,6,7,8-tetrahydroquinazolin-4-yl)piperazin-2-yl)acetonitrile